NCCOCCOCC(=O)O 2-[2-[2-(amino)ethoxy]ethoxy]acetic acid